1-((3R,5R,8S,9S,10R,13S,14S,17S)-10-fluoro-3-hydroxy-3,13-dimethylhexadecahydro-1H-cyclopenta[a]phenanthren-17-yl)-2-(4-(methylsulfinyl)-1H-pyrazol-1-yl)ethan-1-one F[C@]12[C@H]3CC[C@@]4([C@H](CC[C@H]4[C@@H]3CC[C@@H]2C[C@](CC1)(C)O)C(CN1N=CC(=C1)S(=O)C)=O)C